N1=CC=C(C=C1)C=1SC=C(N1)C(=O)O 2-(Pyridin-4-yl)thiazole-4-carboxylic acid